ClC1=C(C=CC=C1)[C@H]1CC[C@H](N1C(C1=CC=C(C=C1)OC1=C(C=CC=C1)OC)=O)C(=O)O (2S,5R)-5-(2-chlorophenyl)-1-(4-(2-methoxyphenoxy)benzoyl)pyrrolidine-2-carboxylic acid